4-((3-(hydroxymethyl)bicyclo[1.1.1]pent-1-yl)methyl)piperazine-1-carboxylic acid tert-butyl ester C(C)(C)(C)OC(=O)N1CCN(CC1)CC12CC(C1)(C2)CO